5-fluoro-4-(3-isopropyl-2-methyl-2H-indazol-5-yl)pyrimidin-2-amine FC=1C(=NC(=NC1)N)C1=CC2=C(N(N=C2C=C1)C)C(C)C